Cl.C(C)(=O)N1CCC(CC1)CN1C(C2=CC(=C(C=C2C1)C(=O)NC[C@H]([C@H]1NCC2=CC=CC=C2C1)O)OCC)=O 2-((1-Acetylpiperidin-4-yl)methyl)-6-ethoxy-N-((R)-2-hydroxy-2-((S)-1,2,3,4-tetrahydroisoquinolin-3-yl)ethyl)-1-oxoisoindoline-5-carboxamide hydrochloride